((1R)-1-(3-((4-methoxyphenyl)amino)-2-methyl-3-oxopropionamido)-2-(p-tolyl)ethyl)boric acid COC1=CC=C(C=C1)NC(C(C(=O)N[C@@H](CC1=CC=C(C=C1)C)OB(O)O)C)=O